1,2-diazacyclobutane N1NCC1